(R)-6-chlorochroman-3-amine hydrochloride Cl.ClC=1C=C2C[C@H](COC2=CC1)N